(R)-2-(1-(2-(1-hydroxyethyl)-6-p-toluenesulfonylimidazo[4,5-d]Pyrrolo[2,3-b]pyridin-1(6H)-yl)piperidin-4-yl)acetonitrile O[C@H](C)C1=NC=2C(=C3C(=NC2)N(C=C3)S(=O)(=O)C3=CC=C(C)C=C3)N1N1CCC(CC1)CC#N